C(C1=CC=CC=C1)(=O)C=1C=C(C=CC1)NC(=O)C1CC[C@H](N1)C=1C=NC=CC1 (S)-N-(3-benzoylphenyl)-2-(pyridin-3-yl)-5-pyrrolidinamide